1-(3,5-dibromophenyl)-N-(4-(3-(pyridin-4-ylmethyl)ureido)phenyl)methanesulfonamide BrC=1C=C(C=C(C1)Br)CS(=O)(=O)NC1=CC=C(C=C1)NC(=O)NCC1=CC=NC=C1